C(C)(C)(C)C1=CC2=C(C3=CC=CC=C3C(=C2C=C1)OC(=O)C1C(C2C=CC1C2)C(=O)O)OC(=O)C2C(C1C=CC2C1)C(=O)O 2-(tert-butyl)-9,10-bis[2-carboxy(3,6-methano-4-cyclohexenyl)]carbonyloxyanthracene